4-bromo-5-(methylsulfonyl)-1-trityl-1H-indazol-3-ol BrC1=C2C(=NN(C2=CC=C1S(=O)(=O)C)C(C1=CC=CC=C1)(C1=CC=CC=C1)C1=CC=CC=C1)O